azepin-2-one N=1C(C=CC=CC1)=O